(S)-2-(4,4-dimethylpiperidin-1-yl)-8-(1-((1-hydroxy-3-oxo-1,3-dihydrobenzo[c][1,2]oxaborol-7-yl)amino)ethyl)-3,6-dimethyl-4H-chromen-4-one CC1(CCN(CC1)C=1OC2=C(C=C(C=C2C(C1C)=O)C)[C@H](C)NC1=CC=CC2=C1B(OC2=O)O)C